BrC=1C=C(C=C(C1)N(C1=CC=CC=C1)C1=C(C=C(C=C1C1=CC=CC=C1)C(C)(C)C)C1=CC=CC=C1)O 3-bromo-5-((5'-(tert-butyl)-[1,1':3',1''-terphenyl]-2'-yl)(phenyl)amino)phenol